C(C=C)(=O)OCCCCCCCCCCCCCCCC[Si](I)(I)I acryloxyhexadecyltriiodosilane